[Si].[Ce].[Mn] manganese-cerium-silicon